3-chloro-6-(1,1-Difluoropropan-2-yl)-2-(2,4,5-trifluorobenzyl)-2,4,5,6-tetrahydro-7H-pyrazolo[3,4-c]pyridine ClC=1N(N=C2CN(CCC21)C(C(F)F)C)CC2=C(C=C(C(=C2)F)F)F